FC1=CC=C(OC2=CC(=NC=C2)C(=O)N[C@@H]2C(N(C3=C(OC2)C=CC(=C3)C#CC(CO)(C)C)C)=O)C=C1 (S)-4-(4-Fluorophenoxy)-N-(7-(4-hydroxy-3,3-dimethylbut-1-yn-1-yl)-5-methyl-4-oxo-2,3,4,5-tetrahydrobenzo[b][1,4]oxazepin-3-yl)picolinamid